N[C@@H]1[C@H](COC2=CC=CC=C12)N1CC(CC1)(C#N)C 1-((3R,4S)-4-aminochroman-3-yl)-3-methylpyrrolidine-3-carbonitrile